3-butyl-3-(((9-(oxiran-2-yl)nonyl)oxy)methyl)oxetane C(CCC)C1(COC1)COCCCCCCCCCC1OC1